7-(2,8-Dimethylimidazo[1,2-b]pyridazin-6-yl)-5-fluoro-3-[(1S,4S)-5-methyl-2,5-diazabicyclo[2.2.1]hept-2-yl]cinnoline CC=1N=C2N(N=C(C=C2C)C2=CC(=C3C=C(N=NC3=C2)N2[C@@H]3CN([C@H](C2)C3)C)F)C1